CN1CCN(CC12CCN(C(CC2)=O)CC(=O)O)C(=O)C=2C=NN(C2)C2=CC=CC=C2 2-(1-methyl-10-oxo-4-(1-phenyl-1H-pyrazole-4-carbonyl)-1,4,9-triazaspiro[5.6]dodecan-9-yl)acetic acid